N-(4,4,4-trifluorobutylidene)hydroxylamine FC(CCC=NO)(F)F